C(C)(C)(C)OC(CCC=1C=CC(=NC1CO[Si](C)(C)C(C)(C)C)C(=O)OCC)=O ethyl 5-(3-tert-butoxy-3-oxopropyl)-6-({[tert-butyl(dimethyl)silyl]oxy}methyl)-pyridine-2-carboxylate